S1C(=NC2=C1C=CC=C2)OC2=C(C=C(C=C2)CCC(CC)=O)C(F)(F)F 1-[4-(1,3-benzothiazol-2-yloxy)-3-(trifluoromethyl)-phenyl]pentan-3-one